perfluorohept-2-ene FC(C(=C(C(C(C(C(F)(F)F)(F)F)(F)F)(F)F)F)F)(F)F